FC(C1=CC=C(C=C1)NC1=NC=CN=C1C=1C=NC(=CC1)C=C)(F)F N-(4-(Trifluoromethyl)phenyl)-3-(6-vinylpyridin-3-yl)pyrazin-2-amine